N-[(1S)-1-[2-(6-amino-pyrimidin-4-yl)-1,2,4-triazol-3-yl]ethyl]-6-chloro-N-methyl-8-(trifluoromethyl)quinazolin-4-amine NC1=CC(=NC=N1)N1N=CN=C1[C@H](C)N(C1=NC=NC2=C(C=C(C=C12)Cl)C(F)(F)F)C